CC1C(=O)OCCCC1 2-methyl-caprolactone